1-methyl-5-(trifluoromethyl)-1H-pyrazol CN1N=CC=C1C(F)(F)F